C(C)(=O)O.FC(C(=O)NC1CNCCC1C(=O)OC)(F)F Methyl 3-(2,2,2-trifluoroacetamido)piperidine-4-carboxylate, acetic acid salt